C(C)(C)(C)OC(NC1=NC(=CC=C1C#N)N1N=CC(=C1C(F)(F)F)C(NC=1C=NC(=C(C1)Cl)N1N=CC=N1)=O)=O (6-(4-((5-chloro-6-(2H-1,2,3-triazol-2-yl)pyridin-3-yl)carbamoyl)-5-(trifluoromethyl)-1H-pyrazol-1-yl)-3-cyanopyridin-2-yl)carbamic acid tert-butyl ester